C(C)(C)(C)OC(=O)N[C@H](C(=O)NCCC(=O)OCCCC)CNC(=O)OC(C)(C)C butyl (S)-3-(2,3-bis((tert-butoxycarbonyl)amino)propanamido)propanoate